NC1=CC(=C2C(CCO2)=C1C#N)C1=CC=C(C=C1)OC(F)(F)F 5-Amino-7-(4-(trifluoromethoxy)phenyl)-2,3-dihydrobenzofuran-4-carbonitrile